1-coumaroyl-3-caffeoyl-glycerol C(\C=C\C1=CC=C(C=C1)O)(=O)OCC(O)COC(\C=C\C1=CC(O)=C(O)C=C1)=O